ClC=1C=C(C=NC1N1CCC(CC1)(F)F)N 5-chloro-6-(4,4-difluoropiperidin-1-yl)pyridin-3-ylamine